tert-butyl ((3R*,4S*)-4-fluoro-1-(5-((6-methoxy-2-methyl-2H-indazol-5-yl)carbamoyl)pyrazin-2-yl)pyrrolidin-3-yl)(methyl)carbamate F[C@@H]1[C@@H](CN(C1)C1=NC=C(N=C1)C(NC1=CC2=CN(N=C2C=C1OC)C)=O)N(C(OC(C)(C)C)=O)C |o1:1,2|